ethyl 6-[[tert-butoxycarbonyl-(3-ethylsulfonyl-2-quinolyl)amino]methyl]-2,2-difluoro-1,3-benzodioxole-5-carboxylate C(C)(C)(C)OC(=O)N(C1=NC2=CC=CC=C2C=C1S(=O)(=O)CC)CC=1C(=CC2=C(OC(O2)(F)F)C1)C(=O)OCC